C(C1=CC=CC=C1)(=O)NC=1N(C(C2=CC(=CC(=C2C1)C(C)NC1=C(C(=O)O)C=CC=C1)C)=O)C 2-((1-(3-benzamido-2,7-dimethyl-1-oxo-1,2-dihydroisoquinolin-5-yl)ethyl)amino)benzoic acid